COC1=NC=CC=2N=CN=C(C21)N2CCNCC2 5-methoxy-4-(piperazin-1-yl)pyrido[4,3-d]pyrimidine